ClC1=C(C(=O)O)C=CC(=C1)NC(=O)C=1N(C(=CN1)C1=C(C(=C(C=C1)OC)F)F)C 2-chloro-4-[[5-(2,3-difluoro-4-methoxy-phenyl)-1-methylimidazole-2-carbonyl]amino]benzoic acid